Ethyl 2-(2-fluoro-3,4-dihydronaphthalen-1-yl)acetate FC1=C(C2=CC=CC=C2CC1)CC(=O)OCC